2-[2-[2-[3-(2-Aminoethoxy)propoxy]ethoxy]ethoxyethyl]-4-nitro-pyrazole-3-carboxamide NCCOCCCOCCOCCOCCN1N=CC(=C1C(=O)N)[N+](=O)[O-]